Benzyl (S)-2-(cyanomethyl)-4-(2-(((S)-1-(methyl-13C)pyrrolidin-2-yl) methoxy)-5,6,7,8-tetrahydropyrido[3,4-d]pyrimidin-4-yl)piperazine-1-carboxylate C(#N)C[C@@H]1N(CCN(C1)C=1C2=C(N=C(N1)OC[C@H]1N(CCC1)[13CH3])CNCC2)C(=O)OCC2=CC=CC=C2